COC=1C=C(C=C(C1)OC)N(C1=CC=C2N=CC(=NC2=C1)C=1C=NN(C1)C1CCN(CC1)C(=O)C1(CN(C1)C(\C=C\CN(C)C)=O)F)CC#C (E)-1-(3-(4-(4-(7-((3,5-dimethoxyphenyl)(prop-2-yn-1-yl)amino)quinoxalin-2-yl)-1H-pyrazol-1-yl)piperidine-1-carbonyl)-3-fluoroazetidin-1-yl)-4-(dimethylamino)but-2-en-1-one